C(C)(=O)OC[C@H](NC([C@@H](NC(=O)C=1N=C(SC1)N1CC(CCC1)C(NCC(C)C)=O)CO[Si](C)(C)C(C)(C)C)=O)C(=O)OC Methyl O-acetyl-N-(O-(tert-butyldimethylsilyl)-N-(2-(3-(isobutylcarbamoyl)piperidin-1-yl)thiazole-4-carbonyl)-L-seryl)-L-serinate